CN1C(CC(CC1(C)C)OC(CCCCCCCCC(=O)OC1CC(N(C(C1)(C)C)C)(C)C)=O)(C)C Bis-(1,2,2,6,6-pentamethyl-4-piperidyl)-sebacate